O1CCCC2=CC=CC(=C12)NC=1C=C(C=2N(N1)C(=CN2)C(=O)O)NC 6-(chroman-8-ylamino)-8-(methylamino)imidazo[1,2-b]Pyridazine-3-carboxylic acid